CN([C@H](C(=O)N1[C@H]2[C@H](N(C[C@@H]1CC2)C(N(C2=CC=CC=C2)C2=CC=CC=C2)=O)C(=O)O)CC2=CC=CC=C2)C (1R,2S,5S)-8-((S)-2-(dimethylamino)-3-phenylpropionyl)-3-(diphenylcarbamoyl)-3,8-diazabicyclo[3.2.1]octane-2-carboxylic acid